potassium N,N-bis(2-carboxyethyl)-tetradecylamine C(=O)(O)CCN(CCC(=O)O)CCCCCCCCCCCCCC.[K]